1-(3-((6-amino-5-(4-(benzyloxy)phenyl)pyrimidin-4-yl)amino)piperidin-1-yl)prop-2-en-1-one NC1=C(C(=NC=N1)NC1CN(CCC1)C(C=C)=O)C1=CC=C(C=C1)OCC1=CC=CC=C1